NC1=C(C=C(C(=O)N[C@H](C(=O)NC(C(=O)NN)C2=CC(=CC=C2)C(F)(F)F)C(C)(C)C)C=C1)Cl 4-Amino-3-chloro-N-((2S)-1-((2-hydrazineyl-2-oxo-1-(3-(trifluoromethyl)phenyl)ethyl)amino)-3,3-dimethyl-1-oxobutan-2-yl)benzamide